butyl-(3-bromopropyl)(phenethyl)carbamate C(CCC)OC(N(CCC1=CC=CC=C1)CCCBr)=O